3-chloro-4-(2-((2-(6-(1-methyl-1H-pyrazol-4-yl)-1H-indol-3-yl)-2-oxo-1-phenylethyl)amino)ethyl)benzamide ClC=1C=C(C(=O)N)C=CC1CCNC(C(=O)C1=CNC2=CC(=CC=C12)C=1C=NN(C1)C)C1=CC=CC=C1